5-(trifluoromethoxy)indoline FC(OC=1C=C2CCNC2=CC1)(F)F